FC=1C=C(C=CC1C1=NOC(=N1)C(F)(F)F)N1[C@@H](CCC1=O)C(=O)OC(C)(C)C tert-butyl 1-{3-fluoro-4-[5-(trifluoromethyl)-1,2,4-oxadiazol-3-yl]phenyl}-5-oxo-L-prolinate